C1OC=2C(=C(CC(N)C)C=CC2O1)SC 3,4-methylenedioxy-2-methylthio-amphetamine